benzyl-n-amyl-malonic acid dipentyl ester C(CCCC)OC(C(C(=O)OCCCCC)(CCCCC)CC1=CC=CC=C1)=O